8-bromo-6-chloro-3-thiomorpholinosulfonyl-quinolin-4-ol BrC=1C=C(C=C2C(=C(C=NC12)S(=O)(=O)N1CCSCC1)O)Cl